3-fluoro-N-{4-fluoro-3-[5-(oxahex-4-yl)-2H-pyrazolo[3,4-b]pyridin-2-yl]phenyl}azetidine-1-carboxamide FC1CN(C1)C(=O)NC1=CC(=C(C=C1)F)N1N=C2N=CC(=CC2=C1)C(CCO)CC